C(C)(C)N(C(C)C)CC N,N-Di-isopropyl-ethylamin